CN(C1=NC=C(C=N1)N1C=C(C=2C1=NC=CC2)C2=C(C=C(C(=O)O)C=C2)OC(F)(F)F)C 4-(1-(2-(dimethylamino)pyrimidin-5-yl)-1H-pyrrolo[2,3-b]pyridin-3-yl)-3-(trifluoromethoxy)benzoic acid